1-((1S,2R)-2-((2-(2,6-dioxopiperidin-3-yl)-1-oxoisoindolin-5-yl)oxy)cyclopentyl)-4-methylpiperidine-4-carbonitrile O=C1NC(CCC1N1C(C2=CC=C(C=C2C1)O[C@H]1[C@H](CCC1)N1CCC(CC1)(C#N)C)=O)=O